methyl 2-methylenesuccinate C=C(C(=O)OC)CC(=O)[O-]